6-methyl-1,4-dioxane-2,5-dione CC1C(OCC(O1)=O)=O